1-(6-(1-((3'-((4-((5-chloropyrimidin-2-yl)amino)piperidin-1-yl)sulfonyl)-[1,1'-biphenyl]-4-yl)methyl)piperidin-4-yl)-1-methyl-1H-indazol-3-yl)dihydropyrimidine-2,4(1H,3H)-dione ClC=1C=NC(=NC1)NC1CCN(CC1)S(=O)(=O)C=1C=C(C=CC1)C1=CC=C(C=C1)CN1CCC(CC1)C1=CC=C2C(=NN(C2=C1)C)N1C(NC(CC1)=O)=O